2-(CYCLOHEXYLETHYL)BORONIC ACID B(CCC1CCCCC1)(O)O